ClC1=C(C=C(C=C1)C1=CC(=NO1)C1=CC(=CC=C1)C(F)(F)F)O 5-(4-Chloro-3-hydroxyphenyl)-3-[3-(trifluoromethyl)phenyl]-isoxazole